3-((6-bromo-4-methylpyridin-2-yl)amino)-5-methyl-1H-pyrazole-1-carboxylic acid tert-butyl ester C(C)(C)(C)OC(=O)N1N=C(C=C1C)NC1=NC(=CC(=C1)C)Br